tert-Butyl methyl(3-((5-(3'-methyl-2'-oxo-2',3'-dihydrospiro[cyclobutane-1,1'-pyrrolo[2,3-c]quinolin]-8'-yl)-3-(methylsulfonamido)pyridin-2-yl)oxy)propyl)carbamate CN(C(OC(C)(C)C)=O)CCCOC1=NC=C(C=C1NS(=O)(=O)C)C1=CC=2C3=C(C=NC2C=C1)N(C(C31CCC1)=O)C